O=C1NC(CCC1NC(NC=1SC=C(C1C(=O)OCC)C)=O)=O ethyl 2-(3-(2,6-dioxopiperidin-3-yl)ureido)-4-methylthiophene-3-carboxylate